(3-amino-2,6-difluoro-phenyl)-(5-bromo-4-methyl-1H-pyrrolo[2,3-b]pyridin-3-yl)methanone NC=1C(=C(C(=CC1)F)C(=O)C1=CNC2=NC=C(C(=C21)C)Br)F